(+/-)-trans-methyl 3-((5-fluoro-2-(5-fluoro-2-phenyl-1-tosyl-1H-pyrrolo[2,3-b]pyridine-3-yl)pyrimidin-4-yl)amino)bicyclo[2.2.2]octane-2-carboxylate FC=1C(=NC(=NC1)C1=C(N(C2=NC=C(C=C21)F)S(=O)(=O)C2=CC=C(C)C=C2)C2=CC=CC=C2)NC2C(C1CCC2CC1)C(=O)OC